2-[amino(phenyl)methyl]-3,4-dichlorophenol NC(C1=C(C=CC(=C1Cl)Cl)O)C1=CC=CC=C1